N-(3-(difluoromethyl)-1-((trans)-4-(carboxy)cyclohexyl)-1H-pyrazol-4-yl)-5-morpholinopyrazolo[1,5-a]pyrimidine-3-carboxamide FC(C1=NN(C=C1NC(=O)C=1C=NN2C1N=C(C=C2)N2CCOCC2)[C@@H]2CC[C@H](CC2)C(=O)O)F